6-fluoro-1-(2-isopropyl-4-methylpyridin-3-yl)pyrido[2,3-d]pyrimidine-2,4,5,7(1H,3H,6H,8H)-tetraone FC1C(C2=C(N(C(NC2=O)=O)C=2C(=NC=CC2C)C(C)C)NC1=O)=O